O1C(CCCC1)OCCN1N=CC=CC1=O 2-(2-((tetrahydro-2H-pyran-2-yl)oxy)ethyl)pyridazin-3(2H)-one